tert-butyl-N-[[3-(difluoromethyl)-7-[4-(trifluoromethoxy)phenyl]-4-vinyl-benzimidazol-5-yl]methyl]carbamate C(C)(C)(C)OC(NCC1=C(C2=C(N=CN2C(F)F)C(=C1)C1=CC=C(C=C1)OC(F)(F)F)C=C)=O